ClC=1C=C(C(=O)OC(C)(C)C)C=CC1S(=O)(=O)CC(=O)OCC tert-butyl 3-chloro-4-((2-ethoxy-2-oxoethyl)sulfonyl)benzoate